(2r,3s,5r)-2-(4-(cyclopentylamino)phenyl)-1-(2-fluoro-6-methylbenzoyl)-N-(4-methyl-3-(trifluoromethyl)phenyl)-5-(trifluoromethyl)piperidine-3-carboxamide C1(CCCC1)NC1=CC=C(C=C1)[C@@H]1N(C[C@@H](C[C@@H]1C(=O)NC1=CC(=C(C=C1)C)C(F)(F)F)C(F)(F)F)C(C1=C(C=CC=C1C)F)=O